(-)-2-(t-butoxycarbonylamino)-1-propanol C(C)(C)(C)OC(=O)NC(CO)C